Cl.N[C@@H]1CN(CCC1)C1=CC(=NC=C1C1=CC(=C(C(=C1)C)OC)C)NC1=NC(=NC=C1)C1=C(C=CC=C1OC)F (S)-N-(4-(3-aminopiperidin-1-yl)-5-(4-methoxy-3,5-dimethylphenyl)pyridin-2-yl)-2-(2-fluoro-6-methoxyphenyl)pyrimidin-4-amine hydrochloride